3-[1-oxo-5-[(4-piperidylamino)methyl]isoindolin-2-yl]piperidine-2,6-dione O=C1N(CC2=CC(=CC=C12)CNC1CCNCC1)C1C(NC(CC1)=O)=O